[C@H]12C(C[C@H](CC1)C2)O (1S,4R)-bicyclo[2.2.1]heptan-2-ol